C(C)(C)(C)OC(=O)N(C1=NC=CC(=C1)C=1OC=C(N1)C(=O)NC=1C(=NN(C1)C1=CC=C(C(=O)OC)C=C1)C(N)=O)CC(F)(F)F methyl 4-[4-[[2-[2-[tert-butoxycarbonyl(2,2,2-trifluoroethyl)amino]-4-pyridyl] oxazole-4-carbonyl]amino]-3-carbamoyl-pyrazol-1-yl]benzoate